10-(2-ethoxy-2-oxoethyl)-1,4,5,10-tetraazacyclododecane C(C)OC(CN1CCCCNNCCNCC1)=O